O=C1NC(CC[C@@H]1N1C(C2=CC=C(C=C2C1=O)N1CCC(CC1)CC(=O)N1CCN(CC1)C1=CC=C(C=C1)NC1=C2N=CN(C2=NC=N1)C1CC(C1)NC(CC1=CC=CC=C1)=O)=O)=O N-((1s,3s)-3-(6-((4-(4-(2-(1-(2-(2,6-dioxopiperidin-3-yl)-1,3-dioxoisoindolin-5-yl)piperidin-4-yl)acetyl)piperazin-1-yl)phenyl)amino)-9H-purin-9-yl)cyclobutyl)-2-phenylacetamide